FC1=C(C(=CC=C1C=O)OC)C1=C(C=CC=C1C)C fluoro-6-methoxy-2',6'-dimethyl-[1,1'-biphenyl]-3-carbaldehyde